O=S1(CC(C=C1)NC(=O)C=1C(NC2=C(C=CC=C2C1)C1=NN(C=N1)C1=CC=CC=C1)=O)=O N-(1,1-dioxido-2,3-dihydrothiophen-3-yl)-2-oxo-8-(1-phenyl-1H-1,2,4-triazol-3-yl)-1,2-dihydroquinoline-3-carboxamide